FC(C1=CC=C(C=C1)C(C(=O)OC)CO)F Methyl 2-[4-(difluoromethyl)phenyl]-3-hydroxy-propionate